3-(5-Chloroindol-1-yl)butan-2-ol ClC=1C=C2C=CN(C2=CC1)C(C(C)O)C